O=C1NC(CCC1N1C(C2=CC=C(C=C2C1)C(=O)N[C@@H](C(F)(F)F)C1=CC(=CC=C1)OC(F)(F)F)=O)=O 2-(2,6-dioxopiperidin-3-yl)-1-oxo-N-((R)-2,2,2-trifluoro-1-(3-(trifluoromethoxy)phenyl)ethyl)isoindoline-5-carboxamide